C(C)(C)(C)OC(=O)N(C1=C(C=CC(=C1)N)CCO)C(=O)OC(C)(C)C 2-(N,N-di-t-butoxycarbonyl-2,4-diaminophenyl)-1-ethanol